COC1=CC=C(C=C1)S(=O)(=O)NC=1C(=NC=CC1)C1=CC=CC=C1 4-methoxy-N-(2-phenylpyridin-3-yl)benzenesulfonamide